4-(4-(4-(3,4-dichloroisothiazol-5-yl)thiazole-2-yl)piperidine-1-carbonyl)benzonitrile ClC1=NSC(=C1Cl)C=1N=C(SC1)C1CCN(CC1)C(=O)C1=CC=C(C#N)C=C1